FC1=C(COC=2C=CC3=C(C(=C(O3)C)C(=O)NC3C(N(CC3)CCO)=O)C2)C=CC=C1 5-((2-fluorobenzyl)oxy)-N-(1-(2-hydroxyethyl)-2-oxopyrrolidin-3-yl)-2-methylbenzofuran-3-carboxamide